ClC=1C=C(C=CC1C(F)(F)F)C=1N=C2C(=NC1)NCC2(C)C (3-chloro-4-(trifluoromethyl)phenyl)-7,7-dimethyl-6,7-dihydro-5H-pyrrolo[2,3-b]pyrazine